C(C)(C)(C)C=1C=C(CN2C(N(C(N(C2=O)CC2=CC(=C(C(=C2)C(C)(C)C)O)C(C)(C)C)=O)CC2=CC(=C(C(=C2)C(C)(C)C)O)C(C)(C)C)=O)C=C(C1O)C(C)(C)C 1,3,5-tris(3',5'-di(tert-butyl)-4'-hydroxybenzyl)-s-triazine-2,4,6(1H,3H,5H)trione